6-[2-[6-(2-hexyldecanoyloxy)hexoxy]-3-[2-[2-[2-[2-(2-hydroxyethoxy)ethoxy]ethoxy]ethoxy]ethyl-octyl-amino]-3-oxo-propoxy]hexyl-hexyldecanoate C(CCCCC)C(C(=O)OCCCCCCOC(COCCCCCCC(C(=O)[O-])(CCCCCCCC)CCCCCC)C(=O)N(CCCCCCCC)CCOCCOCCOCCOCCO)CCCCCCCC